FC1=CC=C(C=C1)C1=NN2C(CN(CC2)C(C)=O)=C1C1=CC(=NC=C1)NCCC1=CC=CC=C1 1-(2-(4-fluorophenyl)-3-(2-(phenethylamino)pyridin-4-yl)-6,7-dihydropyrazolo[1,5-a]pyrazin-5(4H)-yl)ethan-1-one